OC1(CC1)COC1=CC(=NC=C1)C=1N=C(C2=C(N1)CCC2)N(CC(=O)NC(C)C)C 2-[(2-{4-[(1-hydroxycyclopropyl)methoxy]pyridin-2-yl}-5H,6H,7H-cyclopenta[d]pyrimidin-4-yl)(methyl)amino]-N-(propan-2-yl)acetamide